NC=1C2=C(NS(N1)(=O)=O)C=CC=C2OCC(C(=O)NCCC)(C)C 3-((4-amino-2,2-dioxo-1H-benzo[c][1,2,6]thiadiazin-5-yl)oxy)-2,2-dimethyl-N-propyl-propionamide